[Li].C(#N)C=1NC(=C(N1)C#N)C#N 2,4,5-tricyanoimidazole lithium salt